N1(C=NC2=C1C=CC=C2)CN2C(C1=CC=C(C=C1C2=O)[N+](=O)[O-])=O 2-((1H-benzimidazole-1-yl)methyl)-5-nitroisoindoline-1,3-dione